3-(2,7-dichloro-8-fluoropyrido[4,3-d]pyrimidin-4-yl)-3-azabicyclo[3.2.1]octan-6-ol ClC=1N=C(C2=C(N1)C(=C(N=C2)Cl)F)N2CC1CC(C(C2)C1)O